NC12CCCC(C1)(C2)O 5-aminobicyclo[3.1.1]heptanol